N-methyl-nitrosoguanidine CN(C(=N)N)N=O